2-(4-fluoro-3-nitrophenyl)pyrimidine FC1=C(C=C(C=C1)C1=NC=CC=N1)[N+](=O)[O-]